(2R)-1-[[4-iodo-6-(morpholin-4-yl)pyridin-2-yl](methyl)amino]propan-2-ol IC1=CC(=NC(=C1)N1CCOCC1)N(C[C@@H](C)O)C